ClC=1C(=CC(=C(C1)S(=O)(=O)N(C=1SC=CN1)CC1=C(C=C(C=C1)OC)OC)F)N[C@@H](C)C1=CC(=CC=C1)Br (S)-5-chloro-4-((1-(3-bromophenyl)ethyl)amino)-N-(2,4-dimethoxybenzyl)-2-fluoro-N-(thiazol-2-yl)benzenesulfonamide